Benzyl 3-(6-((3-fluoro-5-(1-methyl-1H-pyrazol-4-yl)benzyl)carbamoyl)-7H-purin-8-yl)pyrrolidine-1-carboxylate FC=1C=C(CNC(=O)C2=C3NC(=NC3=NC=N2)C2CN(CC2)C(=O)OCC2=CC=CC=C2)C=C(C1)C=1C=NN(C1)C